FC1=CC=CC=C1C(=O)O 6-fluorobenzoic acid